ClC1=CC=C(C(=N1)C(=O)NS(=O)(=O)C)N[C@H](C)C=1C=C(C=C2C(N(C(NC12)=O)C)=O)C (R)-6-chloro-3-((1-(3,6-dimethyl-2,4-dioxo-1,2,3,4-tetrahydroquinazolin-8-yl)ethyl)amino)-N-(methylsulfonyl)picolinamide